ClC1=C(C=C(C=C1N)N)S(=O)(=O)O 2-chloro-3,5-diaminobenzenesulfonic acid